E-HEXENYL ACETATE C(C)(=O)O\C=C\CCCC